CC1=C(C=CC(=C1C)C=1OC(=NN1)C1=CC=C(C=C1)C=1CCNCC1)C=1CCNCC1 4-(2,3-dimethyl-4-{5-[4-(1,2,3,6-tetrahydropyridin-4-yl)phenyl]-1,3,4-oxadiazol-2-yl}phenyl)-1,2,3,6-tetrahydropyridine